FC1(OC(OC1C)=O)C 4-Fluoro-4,5-dimethyl-1,3-dioxolan-2-on